2-(3-(5-(5,5-dimethyl-5H-dibenzo[b,d]silol-3-yl)-3,6-diphenylpyrazin-2-yl)phenyl)-4,6-diphenylpyrimidine C[Si]1(C2=C(C3=C1C=CC=C3)C=CC(=C2)C=2N=C(C(=NC2C2=CC=CC=C2)C=2C=C(C=CC2)C2=NC(=CC(=N2)C2=CC=CC=C2)C2=CC=CC=C2)C2=CC=CC=C2)C